N1=CC=C(C=C1)C1=NC=CC(=C1)N 2-(pyridin-4-yl)pyridin-4-amine